5-Amino-3-(4-bromophenyl)-1-(2-deuterio-2,2-difluoro-1-methyl-ethyl)pyrazole-4-carbonitrile NC1=C(C(=NN1C(C(F)(F)[2H])C)C1=CC=C(C=C1)Br)C#N